C(C)(C)(C)OC(=O)N[C@H](C(=O)O)CC1=CC=C(C=C1)N1C(N=C(C=C1)NC(=O)N1CCN(CC1)C(C(C)(C)NC(=O)OC(C)(C)C)=O)=O (S)-2-((t-butoxycarbonyl)amino)-3-(4-(4-(4-(2-((t-butoxycarbonyl)amino)-2-methylpropanoyl)piperazine-1-carboxamido)-2-oxopyrimidin-1(2H)-yl)phenyl)propanoic acid